ClCC\C=C\CCCCCCCCCCCCC(OC)OC (3E)-1-chloro-17,17-dimethoxy-3-heptadecene